C12CN(CC(CC1)O2)C2=NN=C(S2)C=2C(=CC(=NC2)C2=CC=C1N2N=CC(=C1)C#N)NC1CCOCC1 7-(5-(5-(8-oxa-3-azabicyclo[3.2.1]octan-3-yl)-1,3,4-thiadiazol-2-yl)-4-((tetrahydro-2H-pyran-4-yl)amino)pyridin-2-yl)pyrrolo[1,2-b]pyridazine-3-carbonitrile